ClC1=NC=2N(C(NC(C2N1COCC[Si](C)(C)C)=O)=O)C1=CC=C(C=C1)OC(F)F 8-chloro-3-(4-(difluoromethoxy)phenyl)-7-((2-(trimethylsilyl)ethoxy)methyl)-3,7-dihydro-1H-purine-2,6-dione